FS(=O)(=O)O perfluorosulphonic acid